6-((1-(1-(difluoromethyl)-1H-benzo[d]imidazol-2-yl)piperidin-4-yl)oxy)-3-(3-fluorophenyl)-1-methyl-1H-pyrazolo[3,4-b]pyridine FC(N1C(=NC2=C1C=CC=C2)N2CCC(CC2)OC2=CC=C1C(=N2)N(N=C1C1=CC(=CC=C1)F)C)F